Methyl-dodecyl-dihydroxyethyl-ammonium chloride [Cl-].C[NH+](CC(O)O)CCCCCCCCCCCC